FC1=C(C(=C(C(=C1F)F)F)F)C1=C(C=C(C=C1OC)OC)OC 2,3,4,5,6-pentafluoro-2',4',6'-trimethoxy-1,1'-biphenyl